3-(5-((7-(4'-chloro-5,5-dimethyl-3,4,5,6-tetrahydro-[1,1'-biphenyl]-2-carbonyl)-7-azaspiro[3.5]nonan-2-yl)thio)-1-oxoisoindolin-2-yl)piperidine-2,6-dione ClC1=CC=C(C=C1)C1=C(CCC(C1)(C)C)C(=O)N1CCC2(CC(C2)SC=2C=C3CN(C(C3=CC2)=O)C2C(NC(CC2)=O)=O)CC1